4-cyclopropyl-2,6-difluorobenzaldehyde C1(CC1)C1=CC(=C(C=O)C(=C1)F)F